N1(CCCCCC1)C=1C=C(C=CC1C(=O)N1C(CNCC1)CC1=CC=CC=C1)NC(=O)C1CC1 N-[3-(azepan-1-yl)-4-(2-benzylpiperazine-1-carbonyl)phenyl]cyclopropanecarboxamide